The molecule is the conjugate base of 2-hydroxypenta-2,4-dienoic acid. It derives from a penta-2,4-dienoate. It is a conjugate base of a 2-hydroxypenta-2,4-dienoic acid. It is a tautomer of a 2-oxopent-4-enoate. C=C/C=C(/C(=O)O)\\[O-]